COC1=C2C(=CC=NC2=CC(=N1)OC)OC1=C(C=C(C=C1F)NC(C1=CN=CC=C1OC)=O)F N-(4-((5,7-dimethoxy-1,6-naphthyridin-4-yl)oxy)-3,5-difluorophenyl)-4-methoxynicotinamide